O([C@@H]1[C@@H]([C@H]([C@@H]([C@H](O1)CO)O)O)O)[C@@H]1[C@@H]([C@H]([C@@H]([C@H](O1)CO)O)O)O (2R,2'R,3S,3'S,4S,4'S,5R,5'R,6R,6'R)-6,6'-oxybis(2-(hydroxymethyl)tetrahydro-2H-pyran-3,4,5-triol)